BrC1=CC(=C(C=C1)C=1SC=2C(=NC(=CC2C2CC2)C(=O)N2[C@@H](C3=CC=CC=C3CC2)C)N1)F (R)-(2-(4-bromo-2-fluorophenyl)-7-cyclopropylthiazolo[4,5-b]pyridin-5-yl)(1-methyl-3,4-dihydroisoquinolin-2(1H)-yl)methanone